2H,4H-[1,2,3]triazolo[4,5-b]indole N=1NN=C2NC=3C=CC=CC3C21